2-[1-[2-[3-[3-amino-6-(2-hydroxyphenyl)pyridazin-4-yl]-3,8-diazabicyclo[3.2.1]octan-8-yl]pyrimidin-5-yl]-4-piperidyl]-2-azaspiro[3.3]heptane-6-carboxylic acid NC=1N=NC(=CC1N1CC2CCC(C1)N2C2=NC=C(C=N2)N2CCC(CC2)N2CC1(C2)CC(C1)C(=O)O)C1=C(C=CC=C1)O